bis(3-hydroxy-2-(hydroxymethyl)-2-methylpropyl)carbonate OCC(COC(OCC(CO)(C)CO)=O)(C)CO